(R)-2-aminopropyl-(4-methoxy-3-nitrobenzyl) ether N[C@@H](COCC1=CC(=C(C=C1)OC)[N+](=O)[O-])C